C(C1=CC=CC=C1)OC(=O)N[C@](C(=O)OC(C)C)(CC(C)(C)C)C1=CC(=C(C=C1)Br)F isopropyl (R)-2-(((benzyloxy)carbonyl)amino)-2-(4-bromo-3-fluorophenyl)-4,4-dimethylpentanoate